(S)-6-(4-chlorophenyl)-N-(1-(3-fluorophenyl)ethyl)-2-(1-methyl-1H-pyrazol-4-yl)-3-oxo-2,3-dihydropyridazine-4-carboxamide ClC1=CC=C(C=C1)C=1C=C(C(N(N1)C=1C=NN(C1)C)=O)C(=O)N[C@@H](C)C1=CC(=CC=C1)F